N-((S)-5-((1R,2S)-2-(4-fluorophenyl)cyclopropylamino)-1-(4-methylpiperazin-1-yl)-1-oxopentan-2-yl)-4-(1H-1,2,3-triazol-1-yl)benzamide bis-tosylate S(=O)(=O)(O)C1=CC=C(C)C=C1.S(=O)(=O)(O)C1=CC=C(C)C=C1.FC1=CC=C(C=C1)[C@H]1[C@@H](C1)NCCC[C@@H](C(=O)N1CCN(CC1)C)NC(C1=CC=C(C=C1)N1N=NC=C1)=O